OC1=C(C(=O)C2=C(C=CC=C2)O)C=CC(=C1)OCCCCCCCCCCCC 2,2'-dihydroxy-4-dodecyloxybenzophenone